ClC1=C(COC=2C(=NC=C(N2)C=2C=C3C(=CNC3=CC2)CN(CC)CC)N)C(=CC=C1F)F 3-(2-chloro-3,6-difluoro-benzyloxy)-5-(3-diethylaminomethyl-1H-indol-5-yl)-pyrazin-2-ylamine